COC=1C(C(C1OC)=O)=O 3,4-dimethoxy-cyclobut-3-ene-1,2-dione